OC1=CC=C(C=C1)C(C)(C1=CC2=CC=CC=C2C=C1)C1=CC=C(C=C1)O 1,1-Bis-(4-hydroxyphenyl)-1-(2-naphthyl)-ethan